NC1=CC=C(C=C1)S L-4-aminothiophenol